C1=CC=C2C(=C1)C(=CN2)CCCC(=O)NCCCCC(C(=O)N)NC(=O)C(CCCCNC(=O)C(CCCCNC(=O)C(CCCCNC(=O)CCCCCNC(=O)C3=CC=C(O3)[N+](=O)[O-])N)N)N The molecule is a tetrapeptide that consists of [(N(6)-lysyl)-N(6)-lysyl]-lysyl-lysinamide where the two side-chain amino functions are acylated by 4-(indol-3-yl)butanoyl and 6-[(5-nitro-2-furoyl)amino]hexanoyl groups. It is a tetrapeptide, a C-nitro compound, a member of furans and a member of indoles.